FC=1C=C(C=NC1F)C1=CSC2=C1C(N(C=C2)CC(=O)N2CC(C2)(F)CC)=O 3-(5,6-difluoropyridin-3-yl)-5-(2-(3-ethyl-3-fluoroazetidin-1-yl)-2-oxoethyl)thieno[3,2-c]pyridin-4(5H)-one